(8-fluoroimidazo[1,2-a]pyridin-6-yl)boronic acid FC=1C=2N(C=C(C1)B(O)O)C=CN2